(4,4-difluoro-5-methylpiperidin-3-yl)methanol FC1(C(CNCC1C)CO)F